sodium 5-(4-amino-5-(trifluoromethyl)pyrrolo[2,1-f][1,2,4]triazin-7-yl)-4-fluoro-2-methylbenzoate, sodium salt [Na+].NC1=NC=NN2C1=C(C=C2C=2C(=CC(=C(C(=O)[O-])C2)C)F)C(F)(F)F.[Na+].NC2=NC=NN1C2=C(C=C1C=1C(=CC(=C(C(=O)[O-])C1)C)F)C(F)(F)F